perfluoro-terephthalonitrile FC1=C(C#N)C(=C(C(=C1F)C#N)F)F